hexamethyltetracosa-2,6,10,14,18,22-hexaene CC(C)(C)C=CCCC=CCCC=CCCC=CCCC=CCCC=CC(C)(C)C